BrCC1=CC=CC=2C=COC21 7-(bromomethyl)benzofuran